C(C)(C)(C)OC(=O)N1CCN(CC1)C(COC1=C(C=C(C=C1F)C=1C2=C(N=C(N1)S(=O)(=O)C)C(CC2)(F)F)F)=O 4-(2-(4-(7,7-difluoro-2-(methylsulfonyl)-6,7-dihydro-5H-cyclopenta[d]pyrimidin-4-yl)-2,6-difluorophenoxy)acetyl)piperazine-1-carboxylic acid tert-butyl ester